OCC1C[C@H]2[C@@H]3CCC([C@@]3(C)CC[C@@H]2[C@]2(C=CC(C=C12)=O)C)=O 6-hydroxymethyl-androsta-1,4-diene-3,17-dione